1,4-bis(2-isocyanatopropan-2-yl)benzene N(=C=O)C(C)(C)C1=CC=C(C=C1)C(C)(C)N=C=O